1-((2-(isopropylamino)-3-methylpyridin-4-yl)methyl)-5,5-dimethyl-3-(4-(1-(trifluoromethyl)cyclopropyl)phenyl)imidazolidine-2,4-dione C(C)(C)NC1=NC=CC(=C1C)CN1C(N(C(C1(C)C)=O)C1=CC=C(C=C1)C1(CC1)C(F)(F)F)=O